CC=1C=C(SC1)N(C1=CC=C(C=C1)C1=CC2=CC=C(C(=C2C=C1)N)C1=CC2=CC=C(C=C2C=C1)C1=CC=C(C=C1)N(C1=CC(=C(C(=C1)F)F)F)C=1SC=C(C1)C)C1=CC(=C(C(=C1)F)F)F 6,6'-bis(4-((4-methylthiophenyl)(3,4,5-trifluorophenyl)amino)phenyl)-2,2'-binaphthyl-amine